C(C)S(=O)(=O)C=1C=C(C=NC1N1N=C(C=C1C(F)(F)F)C)C=1C=NC=2N(C1)C=C(N2)C(F)(F)F 6-(5-(ethylsulfonyl)-6-(3-methyl-5-(trifluoromethyl)-1H-pyrazol-1-yl)pyridin-3-yl)-2-(trifluoromethyl)imidazo[1,2-a]pyrimidine